Ethyl-8-quinolinolate C(C)C1=NC2=C(C=CC=C2C=C1)[O-]